1-(4-(4-amino-7-methyl-7H-pyrrolo[2,3-d]pyrimidin-5-yl)-3-methyl-phenyl)-3-phenylurea NC=1C2=C(N=CN1)N(C=C2C2=C(C=C(C=C2)NC(=O)NC2=CC=CC=C2)C)C